BrC(CCC(=CCO)C)CCCCCCCCCC 6-bromo-3-methylhexadecan-2-en-1-ol